2,4,7-trimethyl-4-(p-tolyl)octa-2,6-dienal CC(C=O)=CC(CC=C(C)C)(C1=CC=C(C=C1)C)C